C(#N)C1=NC2=CC(=CC(=C2N=C1N1CC2(C1)C(CC2)(F)F)[C@@H](C)NC2=C(C(=O)O)C=CC=C2)C (R)-2-((1-(2-cyano-3-(5,5-difluoro-2-azaspiro[3.3]heptan-2-yl)-7-methylquinoxalin-5-yl)ethyl)amino)benzoic acid